2-({[5-chloro-3-(methoxymethyl)imidazol-4-yl]methyl}sulfanyl)-3H,5H,6H,7H-cyclopenta[d]pyrimidin-4-one ClC1=C(N(C=N1)COC)CSC=1NC(C2=C(N1)CCC2)=O